(6aR)-8-acryloyl-4-fluoro-3-(2-fluoro-6-hydroxyphenyl)-1-(4-hydroxy-2,2-dimethylpyrrolidin-1-yl)-6,6a,7,8,9,10-hexahydro-12H-pyrazino[2,1-c]pyrido[3,4-f][1,4]oxazepin-12-one C(C=C)(=O)N1C[C@@H]2COC3=C(C(N2CC1)=O)C(=NC(=C3F)C3=C(C=CC=C3O)F)N3C(CC(C3)O)(C)C